ONC(C1=CC=C(C=C1)NC1=NC2=C(N1CCOC(C)C)C=CC=C2)=O N-hydroxy-4-(1-(2-isopropoxyethyl)-1H-benzo[d]imidazol-2-ylamino)benzamide